Cl.Cl.N1CC(CC1)CNC(C)C N-(pyrrolidin-3-ylmethyl)propan-2-amine dihydrochloride